L-histidine mercury salt [Hg+].N[C@@H](CC1=CNC=N1)C(=O)[O-]